(R)-3-(3-chloro-4-(6-(1-methylcyclopropoxy)-9-((4-methylpyridin-2-yl)methyl)-9H-purin-8-yl)phenoxy)-N-methylpyrrolidine-1-carboxamide ClC=1C=C(O[C@H]2CN(CC2)C(=O)NC)C=CC1C=1N(C2=NC=NC(=C2N1)OC1(CC1)C)CC1=NC=CC(=C1)C